C(#N)C1=CC(=C(C=C1)C1=CC(=NC(=C1)C1CC1)N1CC2=CC=C(C=C2C1=O)CNCCNC(C)=O)C1=NN=CN1C N-(2-(((2-(4-(4-Cyano-2-(4-methyl-4H-1,2,4-triazol-3-yl)phenyl)-6-cyclopropylpyridin-2-yl)-3-oxoisoindolin-5-yl)methyl)amino)ethyl)acetamide